BrC=1C=C(C(=NC1)C(=O)C1CCN(CC1)C(=O)OC(C)(C)C)F tert-butyl 4-(5-bromo-3-fluoropicolinoyl)piperidine-1-carboxylate